C(C)OC(=O)C=1SC(=C(N1)C(=O)N1[C@H](CCC1)C)C=1C=NC(=CC1C(F)F)N[C@H](C(F)(F)F)C 5-(4-(difluoromethyl)-6-(((S)-1,1,1-trifluoropropan-2-yl)amino)pyridin-3-yl)-4-((S)-2-methylPyrrolidine-1-carbonyl)thiazole-2-carboxylic acid ethyl ester